FC(S(=O)(=O)OC1=C(C(NC2=CC=C(C=C12)CCCCCC)=O)C)(F)F 6-hexyl-3-methyl-2-oxo-1,2-dihydroquinolin-4-yl trifluoromethanesulfonate